(R)-N-(2-(4-Cyanothiazolidin-3-yl)-2-oxoethyl)-6-(3-(1,1-difluoroethyl)-azetidin-1-yl)quinoline-4-carboxamide C(#N)[C@H]1N(CSC1)C(CNC(=O)C1=CC=NC2=CC=C(C=C12)N1CC(C1)C(C)(F)F)=O